C(C)(C)(C)OC(=O)N1C=NC(C1CC1=CC=CC=C1)=O 5-benzyl-4-oxoimidazoline-1-carboxylic acid tert-butyl ester